N1-([1,1'-biphenyl]-4-yl)-N1,N3-diphenyl-benzene-1,3-diamine C1(=CC=C(C=C1)N(C1=CC(=CC=C1)NC1=CC=CC=C1)C1=CC=CC=C1)C1=CC=CC=C1